4-(methyl-(2-methylpyrrolidin-3-yl)amino)quinazolin-8-carbonitrile CN(C1=NC=NC2=C(C=CC=C12)C#N)C1C(NCC1)C